C(C)(C)(C)OC([C@@H](NC(=O)OCC1=CC=CC=2C3=CC=CC=C3CC12)CC1=CC=C(C=C1)O)=O fluorenylmethoxycarbonyl-tyrosine tert-butyl ester